NC1=NC=C(C=C1CCC(=O)OCC)C1CC1 ethyl 3-(2-amino-5-cyclopropylpyridin-3-yl)propanoate